tert-butyl-benzenediquinone C(C)(C)(C)C=1C(C(C(C(C1)=O)=O)=O)=O